(tritylthio)phenol C(C1=CC=CC=C1)(C1=CC=CC=C1)(C1=CC=CC=C1)SC1=C(C=CC=C1)O